CNC(CCCC)=O N-methylpentanamide